N[C@@H]1CN(CCC1)CC=1C=C(C=C(C1)N1C=NC(=C1)C)NC(=O)C1=NC=CC(=C1)N1C=NC(=C1)C N-(3-{[(3S)-3-aminopiperidin-1-yl]methyl}-5-(4-methyl-1H-imidazol-1-yl)phenyl)-4-(4-methyl-1H-imidazol-1-yl)pyridine-2-carboxamide